FC=1C=C(C=CC1N1CCC(CC1)N1CCN(CC1)C)NC1=NC=C(C(=N1)N1OCCC1C1=CC=CC=C1)C(F)(F)F N-(3-fluoro-4-(4-(4-methylpiperazin-1-yl)piperidin-1-yl)phenyl)-4-(3-phenylisoxazolidine-2-yl)-5-(trifluoromethyl)pyrimidin-2-amine